CC=1C(C2=C([N+]1CCCS(=O)(=O)[O-])SC1=C2C=CC=C1)(C)C 3-(2,3,3-trimethyl-3H-benzo[4,5]thieno[2,3-b]pyrrol-1-ium-1-yl)propane-1-sulfonate